CCCCCCCCCCCCCCCCCC[Si](C)(C)OC n-octadecyldimethylmethoxysilane